C1(CC1)N1C(=NC2=C(C=C(C=C2C1=O)F)[C@@H](C)NC1=C(C(=O)O)C=CC=C1)[C@@H]1OCCC1 2-(((R)-1-(3-cyclopropyl-6-fluoro-4-oxo-2-((R)-tetrahydrofuran-2-yl)-3,4-dihydroquinazolin-8-yl)ethyl)amino)benzoic acid